ClC1=C(C(=CC(=C1)NC(CC1=CC=C(C=C1)SCCO)=O)Cl)C1=CC=C(C=C1)S(=O)(=O)C N-(2,6-dichloro-4'-(methylsulfonyl)-[1,1'-biphenyl]-4-yl)-2-(4-(2-hydroxyethylthio)phenyl)acetamide